ClC1=NC(=CC(=C1)SC1CCOCC1)Cl 2,6-dichloro-4-tetrahydropyran-4-ylsulfanyl-pyridine